C(\C=C\C=C\CCCCCC)=O TRANS,TRANS-2,4-UNDECADIENAL